2-[[2,5-dimethylpyrrolidine-1-carbonyl]amino]-4-[2-phenoxyethyl-[4-(5,6,7,8-tetrahydro-1,8-naphthyridin-2-yl)butyl]amino]butanoic acid CC1N(C(CC1)C)C(=O)NC(C(=O)O)CCN(CCCCC1=NC=2NCCCC2C=C1)CCOC1=CC=CC=C1